O1CC(CC1)NC1=NC(=NC(=N1)NC1=CC(=NC=C1)C(F)(F)F)C1=NC(=CC=C1)C(F)(F)F (Tetrahydro-furan-3-yl)-N'-(2-trifluoromethyl-pyridin-4-yl)-6-(6-trifluoromethyl-pyridin-2-yl)-[1,3,5]triazine-2,4-diamine